Cl.O=C1NC(CCC1N1C(C2=CC=C(C=C2C1=O)N1CCN(CC1)CCC1CCNCC1)=O)=O 2-(2,6-dioxo-hexahydropyridin-3-yl)-5-{4-[2-(hexahydropyridin-4-yl)ethyl]piperazin-1-yl}isoindole-1,3-dione hydrochloride